CC1=CC(NC2=CN=CC=C12)=O 4-methyl-1H-1,7-naphthyridin-2-one